1,1-bis(3-cyclohexyl-4-cyanooxyphenyl)cyclohexane C1(CCCCC1)C=1C=C(C=CC1OC#N)C1(CCCCC1)C1=CC(=C(C=C1)OC#N)C1CCCCC1